(cis)-tert-Butyl 4-(5-((allyloxy)carbonyl)pyrimidin-2-yl)-3,3-difluorohexahydropyrrolo[3,2-b]pyrrole-1(2H)-carboxylate C(C=C)OC(=O)C=1C=NC(=NC1)N1CC[C@@H]2N(CC([C@@H]21)(F)F)C(=O)OC(C)(C)C